COCC1CCC(CC1)C=O 4-(methoxymethyl)cyclohexanecarbaldehyde